methyl 2-(4-(6-((4-cyano-2-fluorobenzyl) oxy) pyridin-2-yl) phenoxy)-1-((1-ethyl-1H-imidazol-5-yl) methyl)-1H-benzo[d]imidazole-6-carboxylate C(#N)C1=CC(=C(COC2=CC=CC(=N2)C2=CC=C(OC3=NC4=C(N3CC3=CN=CN3CC)C=C(C=C4)C(=O)OC)C=C2)C=C1)F